sodium dimethylphosphonate COP(OC)=O.[Na]